3-CHLOROFURAN-2-CARBOXYLIC ACID ClC1=C(OC=C1)C(=O)O